C(C)(C)(C)OC(=O)N1C[C@@H]2COC3=C(CN2CC1)C(=NC=C3Cl)Cl (6AR)-1,4-dichloro-6a,7,9,10-tetrahydro-12H-pyrazino[2,1-c]pyrido[3,4-f][1,4]oxazepine-8(6H)-carboxylic acid tert-butyl ester